2-(8-((1-ethylpiperidin-3-yl)amino)imidazo[1,2-d][1,2,4]triazin-5-yl)-5-(trifluoromethyl)phenol C(C)N1CC(CCC1)NC=1C=2N(C(=NN1)C1=C(C=C(C=C1)C(F)(F)F)O)C=CN2